OC[C@H](CC1=CC(N(N=C1)C1OCCCC1)=O)C 5-[(2S)-3-hydroxy-2-methyl-propyl]-2-tetrahydropyran-2-yl-pyridazin-3-one